sodium digluconate O=C([C@H](O)[C@@H](O)[C@H](O)[C@H](O)CO)[O-].O=C([C@H](O)[C@@H](O)[C@H](O)[C@H](O)CO)[O-].[Na+].[Na+]